C(#N)C(C(=O)NC(OCC)=O)=NNC1=CC(=C(C(=C1)Cl)OC=1N=NC(=C(C1)CC1=NC=C(C=C1)OC)Cl)Cl ethyl (2-cyano-2-(2-(3,5-dichloro-4-((6-chloro-5-((5-methoxypyridin-2-yl)methyl)pyridazin-3-yl)oxy)phenyl)hydrazineylidene)acetyl)carbamate